C[C@H]1O[C@H](CN(C1)C1=CC=C(C=2N=CC=NC12)C#N)CN1CCN(CC1)C 8-((2R,6S)-2-methyl-6-((4-methylpiperazin-1-yl)methyl)morpholino)quinoxaline-5-carbonitrile